(S)-1-(5-chloro-3-fluoropyridin-2-yl)-4-(4-(difluoromethyl)benzyl)-3-(3-hydroxybicyclo[1.1.1]pentan-1-yl)piperazine-2,5-dione ClC=1C=C(C(=NC1)N1C([C@@H](N(C(C1)=O)CC1=CC=C(C=C1)C(F)F)C12CC(C1)(C2)O)=O)F